C(C)(C)(C)N1N=C(C=C1NC=1C=2N(C=CN1)N=C(C2)COC)[C@@H]2C[C@@H](CO2)O (3s,5s)-5-(1-(tert-butyl)-5-((2-(methoxymethyl)pyrazolo[1,5-a]pyrazin-4-yl)amino)-1H-pyrazol-3-yl)tetrahydrofuran-3-ol